4-((vinyloxy)methyl)-1,1'-biphenyl C(=C)OCC1=CC=C(C=C1)C1=CC=CC=C1